CC(=C)C(C(CC(C)(C)C)C)C 2,3,4,6,6-pentamethylheptene